N-tert-butyl-2-benzothiazolesulphenamide C(C)(C)(C)NSC=1SC2=C(N1)C=CC=C2